6-bromo-1-(2-ethoxyethyl)-2-(tetrahydro-2H-pyran-4-yl)-1H-benzo[d]imidazole BrC=1C=CC2=C(N(C(=N2)C2CCOCC2)CCOCC)C1